(N-(4-amino-5-benzoyl-thiazol-2-yl)-4-methoxy-2-methyl-anilino)propanamide methyl-(1s,4s)-4-(4-bromo-1-oxoisoindolin-2-yl)cyclohexane-1-carboxylate COC(=O)C1CCC(CC1)N1C(C2=CC=CC(=C2C1)Br)=O.NC=1N=C(SC1C(C1=CC=CC=C1)=O)N(C1=C(C=C(C=C1)OC)C)C(C(=O)N)C